C(C)(C)(C)C(C(=O)[O-])CC(=O)[O-] 2-tert-butylsuccinate